CC1=C(C(=C(C1)C)C)C Tetramethyl-cyclopentadiene